CN(CCON1C(C2=CC=CC=C2C1=O)=O)C 2-(2-(dimethylamino)ethoxy)isoindoline-1,3-dione